NCC=1C=C(NC2=CC=C(C=C2)S(=O)(=O)C)C=C(C1)F 3-(aminomethyl)-5-fluoro-N-(4-(methylsulfonyl)phenyl)aniline